8-bromo-dibenzo[b,d]furan BrC=1C=CC2=C(C3=C(O2)C=CC=C3)C1